4-amino-2,6-dichloronicotinic acid NC1=CC(=NC(=C1C(=O)O)Cl)Cl